nickel cobalt lithium manganite [Mn](=O)([O-])[O-].[Li+].[Co+2].[Ni+2]